sodium 6-amino-9-(5-((aminomethyl) carbamoyl)-2-carboxyphenyl)-3-imino-3H-xanthene-4,5-disulfonate NC1=C(C=2OC3=C(C(C=CC3=C(C2C=C1)C1=C(C=CC(=C1)C(NCN)=O)C(=O)O)=N)S(=O)(=O)[O-])S(=O)(=O)[O-].[Na+].[Na+]